ClCC(=O)N(C)C1NC(NC(N1)N1C=C(C(N(C=C1)C)=O)Cl)NC1=C2C=CN=CC2=CC=C1 2-Chloro-N-[4-(7-chloro-5-methyl-6-oxo-2,5-diazepin-2-yl)-6-(isoquinolin-5-ylamino)-1,3,5-triazacyclohexan-2-yl]-N-methylacetamide